C[C@H]1[C@H](N(C[C@@H](O1)C)C(=O)OC(C)(C)C)CNC1=NC=C(C=N1)C(F)(F)F tert-Butyl (2S,3R,6S)-2,6-dimethyl-3-(((5-(trifluoromethyl)pyrimidin-2-yl)amino)methyl)morpholine-4-carboxylate